(1-tert-Butoxycarbonyl-3-ethynyl-pyrrolidin-3-yl)-4-[3-(2-methoxy-3-pyridyl)pyrazolo[1,5-a]pyrimidin-5-yl]piperazine-1-carboxylate C(C)(C)(C)OC(=O)N1CC(CC1)(C#C)OC(=O)N1CCN(CC1)C1=NC=2N(C=C1)N=CC2C=2C(=NC=CC2)OC